CN(C)C=C(C(=O)[O-])C dimethylaminomethacrylate